6-(morpholin-4-yl)-8-oxa-3,5,10-triazatricyclo[7.4.0.02,7]Tridec-1(13),2(7),3,5,9,11-hexaene N1(CCOCC1)C1=NC=NC=2C3=CC=CN=C3OC12